CC1=CC=C(C=C1)S(=O)(=O)O.N1=CN=C(C2=C1NC=C2)N[C@@H]2CC[C@@H](N(C2)C(C=C)=O)C 1-((2S,5R)-5-((7H-Pyrrolo[2,3-d]pyrimidin-4-yl)amino)-2-meth-ylpiperidin-1-yl)prop-2-en-1-one p-Toluenesulfonic Acid Salt